NC[C@H](O)C=1C=CC(=NC1)C1=C(C=C(C#N)C=C1)OC=1N(N=C(C1)C1=CC=CC=C1)C 4-[5-[(1R)-2-amino-1-hydroxyethyl]pyridin-2-yl]-3-(2-methyl-5-phenylpyrazol-3-yl)oxybenzonitrile